N-cyclopropylamine C1(CC1)N